C1(CC1)CN1C=CC=2C(=NC(=CC21)NC=2SC(=CN2)C)O[C@H]2C[C@H](N(C2)C(C=C)=O)C 1-((2R,4S)-4-((1-(cyclopropylmethyl)-6-((5-methylthiazol-2-yl)amino)-1H-pyrrolo[3,2-c]pyridin-4-yl)oxy)-2-methylpyrrolidin-1-yl)prop-2-en-1-one